ethyl 3,3-dimethyl-4-nitrovalerate CC(CC(=O)OCC)(C(C)[N+](=O)[O-])C